2-(piperidin-4-yl)pyrimidin-4-amine hydrochloride Cl.N1CCC(CC1)C1=NC=CC(=N1)N